C1(=CC=CC=C1)C1CC2C3CCCC(C3CCC2CC1)C(=O)[O-] 6-phenyltetradecahydrophenanthrene-1-carboxylate